(R)-N-(3-methoxy-4-(4-(1-methylpiperidin-4-yl)piperazin-1-yl)phenyl)-6-(3-phenylisoxazolidine-2-yl)pyrimidin-4-amine COC=1C=C(C=CC1N1CCN(CC1)C1CCN(CC1)C)NC1=NC=NC(=C1)N1OCC[C@@H]1C1=CC=CC=C1